7-(4-fluorophenyl)-6-phenylseleno-1,2,3,4-tetrahydro-1,8-naphthyridine FC1=CC=C(C=C1)C1=C(C=C2CCCNC2=N1)[Se]C1=CC=CC=C1